trans-4,5-dihydroxy-1,2-dithiane O[C@@H]1CSSC[C@H]1O